C=CCC(C=CCCCC)=O 4-decadienealdehyde